(2-(adamantanesulfonyloxy)ethyl)(trifluoromethanesulfonyl)amide C12(CC3CC(CC(C1)C3)C2)S(=O)(=O)OCC[N-]S(=O)(=O)C(F)(F)F